C(C1=CC=CC=C1)SC1=NON=C1 3-(benzylsulfanyl)-1,2,5-oxadiazole